2-Chloro-5-{[(3,3-dimethylbutanoyl)amino]methyl}-N-{1-[3-methyl-4-(trifluoromethoxy)phenyl]-1H-indazole-4-yl}benzamide ClC1=C(C(=O)NC2=C3C=NN(C3=CC=C2)C2=CC(=C(C=C2)OC(F)(F)F)C)C=C(C=C1)CNC(CC(C)(C)C)=O